(-)-tricine N(CC(=O)O)C(CO)(CO)CO